COC1=C(OC2=C(C(=CC(=C2C1=O)OC)OC)OC)C1=CC(=C(C=C1)OC)OC 3,3',4',5,7,8-hexamethoxyflavone